COC(=O)C1=NN(C(C(=C1)N(C(=O)OC(C)(C)C)C(=O)OC(C)(C)C)=O)C 5-[bis(t-Butoxycarbonyl)amino]-1-methyl-6-oxo-pyridazine-3-carboxylic acid methyl ester